C(C)(=O)O[C@H]([C@@H](COC(C)=O)OC(C)=O)[C@@H]1O[C@](C[C@@H]([C@H]1NC(COC(C)=O)=O)OC(C)=O)(C(=O)OC)SC(C)=O (1S,2R)-1-((2R,3R,4S,6S)-4-acetoxy-3-(2-acetoxyacetamido)-6-(acetylthio)-6-(methoxycarbonyl)tetrahydro-2H-pyran-2-yl)propane-1,2,3-triyl triacetate